[Au].[Mo](=S)=S molybdenum disulfide Gold